tert-butyl (3R)-3-[[(E)-3-cyclohexylprop-2-enoyl]amino]-4-[2-(4-hydroxyphenyl)ethylamino]-4-oxo-butanoate C1(CCCCC1)/C=C/C(=O)N[C@H](CC(=O)OC(C)(C)C)C(=O)NCCC1=CC=C(C=C1)O